[Cl-].C[Si](C)(C)CCC[N+](C)(C)CCCCCCCCCCCC (Trimethylsilylpropyl)dodecyldimethylammonium chloride